N-(3-chloro-5-methanesulfonamidophenyl)-4-{3-[(5-fluoropyridin-3-yl)methoxy]pyridin-2-yl}thiophene-2-carboxamide ClC=1C=C(C=C(C1)NS(=O)(=O)C)NC(=O)C=1SC=C(C1)C1=NC=CC=C1OCC=1C=NC=C(C1)F